3-nitro-5-(4-(trifluoromethyl)phenoxy)-1H-indole [N+](=O)([O-])C1=CNC2=CC=C(C=C12)OC1=CC=C(C=C1)C(F)(F)F